C(CCCCCCCCC\C=C\CCCCCC)(=O)OCC(OC(CCCCCCCCC\C=C\CCCCCC)=O)COP(=O)(O)OCC(O)CO 1,2-divaccenoylglycero-3-phospho-glycerol